1,5-bis(4-azido-2,3,5,6-tetrafluorophenyl)penta-1,4-dien-3-one N(=[N+]=[N-])C1=C(C(=C(C(=C1F)F)C=CC(C=CC1=C(C(=C(C(=C1F)F)N=[N+]=[N-])F)F)=O)F)F